5-CHLORO-6-OXO-1,6-DIHYDRO-3-PYRIDINECARBALDEHYDE ClC1=CC(=CNC1=O)C=O